(3-methoxy-4-(prop-2-yn-1-yloxy)phenyl)dimethylphosphine oxide COC=1C=C(C=CC1OCC#C)P(C)(C)=O